N1=CC=C(C=C1)C1=CC=C(C=C1)NC1=NC=CC2=C(C=CC=C12)C(F)(F)F N-[4-(4-pyridyl)phenyl]-5-(trifluoromethyl)-1-isoquinolinamine